BrC=1C=C2C(=CN=CC2=CC1)N1C(NC2=C(C1=O)SC(=C2)C2=C(C=CC(=C2)OC)Cl)=O 3-(6-bromoisoquinolin-4-yl)-6-(2-chloro-5-methoxyphenyl)thieno[3,2-d]pyrimidine-2,4(1H,3H)-dione